F[B-](F)(F)F.C(=C)N1CN(C=C1)C 1-vinyl-3-methyl-imidazole tetrafluoroborate salt